ClC1=CC=C(C=C1)C=1C=C2C(=NC1)NC=C2C(=O)C=2C(=C(C(=CC2)F)NS(=O)(=O)C)F N-(3-(5-(4-chlorophenyl)-1H-pyrrolo[2,3-b]pyridine-3-carbonyl)-2,6-difluorophenyl)methane-sulfonamide